ClC=1C=C(C=C(C1)NC(C=C)=O)C=1C=C2C(=CN1)NN=C2C(=O)NCCOC 5-[3-chloro-5-(prop-2-enamido)phenyl]-N-(2-methoxyethyl)-1H-pyrazolo[3,4-c]pyridine-3-carboxamide